[Si](C)(C)(C(C)(C)C)OCC1=C2C=CN(C2=C(C=C1C=C)C)C(=O)OC(C)(C)C tert-butyl 4-(((tert-butyldimethylsilyl) oxy) methyl)-7-methyl-5-vinyl-1H-indole-1-carboxylate